6-((2,6-dimethyl-pyrimidin-4-yl)amino)-N-ethoxy-4-((4-fluoro-2-(N-methyl-ethyl-sulfonamido)phenyl)amino)nicotinamide CC1=NC(=CC(=N1)NC1=NC=C(C(=O)NOCC)C(=C1)NC1=C(C=C(C=C1)F)N(S(=O)(=O)CC)C)C